1,2,5-oxadiazole-3-carboxylate O1N=C(C=N1)C(=O)[O-]